1-(4-chlorobenzyl)pyrimidine-2,4(1H,3H)-dione ClC1=CC=C(CN2C(NC(C=C2)=O)=O)C=C1